2,4-Di-p-toluoyl-6-(2-hydroxy-4-octyloxyphenyl)-1,3,5-triazine C1(=CC=C(C=C1)C(=O)C1=NC(=NC(=N1)C(=O)C1=CC=C(C=C1)C)C1=C(C=C(C=C1)OCCCCCCCC)O)C